D-N-Acetylgalactosamin C(C)(=O)N[C@H]1C(O)O[C@@H]([C@@H]([C@@H]1O)O)CO